[Si](C)(C)(C(C)(C)C)OC1CC(C1)C#CC#CC1=CC=C(C=C1)C1=CC(=NO1)CN1C(=NC=C1)[C@H](C)OC1OCCCC1 5-(4-(((1s,3s)-3-((tert-butyldimethylsilyl)oxy)cyclobutyl)but-1,3-diyn-1-yl)phenyl)-3-((2-((1S)-1-((tetrahydro-2H-pyran-2-yl)oxy)ethyl)-1H-imidazol-1-yl)methyl)isoxazole